(5-bromo-2-methyl-2H-1,2,3-triazol-4-yl)(6,7-dihydro-4H-thieno[3,2-c]pyran-2-yl)methanol BrC=1C(=NN(N1)C)C(O)C1=CC=2COCCC2S1